7-amino-4-{3-phenylpyrazolo[1,5-a]pyridin-5-yl}-2-[2-(pyridin-4-yl)prop-2-en-1-yl]-2,3-dihydro-1H-isoindol-1-one NC=1C=CC(=C2CN(C(C12)=O)CC(=C)C1=CC=NC=C1)C1=CC=2N(C=C1)N=CC2C2=CC=CC=C2